C(C)C1=NN(C=C1C=1N=CC2=C(NC3=CC=C(C=C23)C(=O)N)N1)C 2-(3-ethyl-1-methyl-1H-pyrazol-4-yl)-9H-pyrimido[4,5-b]indole-6-carboxamide